C1(CC1)N1N=C2N(C(N([C@@H](C2=C1)C)C1CCN(CC1)C1=C(C=CC=C1C)F)=O)CC1=C(C=CC=C1)C1CC1 (R)-2-cyclopropyl-7-(2-cyclopropyl-benzyl)-5-[1-(2-fluoro-6-methyl-phenyl)-piperidin-4-yl]-4-methyl-2,4,5,7-tetrahydro-pyrazolo[3,4-d]pyrimidin-6-one